IC1=CC(=C(CCN)C=C1OC)OC 4-iodo-2,5-dimethoxy-phenethylamine